6-(4-methylpiperazine-1-yl)-4-o-tolylnicotinamide CN1CCN(CC1)C1=NC=C(C(=O)N)C(=C1)C1=C(C=CC=C1)C